C(=O)(OC)[Sn]C1=CC=CC=C1 carbomethoxyphenyl-tin